cyclopropyl-N-(piperidin-4-ylmethyl)acetamide hydrochloride Cl.C1(CC1)CC(=O)NCC1CCNCC1